FC1=C(C=CC(=C1)F)C(C)(C(CN1CCNCC1)N1N=CN=C1)O 2-(2,4-difluorophenyl)-4-(piperazin-1-yl)-3-(1H-1,2,4-triazol-1-yl)butan-2-ol